2-((1r,2s)-1-(2-chlorophenyl)-1-(5-cyano-1H-pyrazol-1-yl)propan-2-yl)-5-hydroxy-N-(isoxazol-4-yl)-1-methyl-6-oxo-1,6-dihydropyrimidine-4-carboxamide ClC1=C(C=CC=C1)[C@@H]([C@H](C)C=1N(C(C(=C(N1)C(=O)NC=1C=NOC1)O)=O)C)N1N=CC=C1C#N